tert-butyl (R)-5-((1R,2R)-2-(((tert-butyldiphenylsilyl)oxy)methyl)cyclopropyl)-5-methoxypentanoate [Si](C1=CC=CC=C1)(C1=CC=CC=C1)(C(C)(C)C)OC[C@H]1[C@@H](C1)[C@@H](CCCC(=O)OC(C)(C)C)OC